(Endo)-2,5-dioxopyrrolidin-1-yl 1-(bicyclo[6.1.0]non-4-yn-9-yl)-3-oxo-2,7,10,13,16-pentaoxa-4-azanonadecan-19-oate C12CCC#CCCC2C1COC(NCCOCCOCCOCCOCCC(=O)ON1C(CCC1=O)=O)=O